C(C)(=O)OCCC1=NC(=CC=C1)Br 2-(6-bromo-2-pyridyl)ethyl acetate